C(C1=CC=CC=C1)OC(=O)NC1(CN(C1)C(=O)OC(C)(C)C)C#N tert-butyl 3-(((benzyloxy) carbonyl) amino)-3-cyanoazetidine-1-carboxylate